N1=C(C=CC=C1)SSC(C)C1=CC=C(C(=O)ON2C(CCC2=O)=O)C=C1 4-[1-(2-pyridyldithio)ethyl]-benzoic acid, 2,5-dioxo-1-pyrrolidinyl ester